2-bromo-1-methoxy-3-(trifluoromethyl)benzene BrC1=C(C=CC=C1C(F)(F)F)OC